4-methoxy-4'-trifluoromethylbenzophenone COC1=CC=C(C(=O)C2=CC=C(C=C2)C(F)(F)F)C=C1